C1(CC1)NC1=NC(N(C2=CC(=CC=C12)C(C)(F)F)C1=CC=CC=2N1C=CN2)=O 4-(Cyclopropylamino)-7-(1,1-difluoroethyl)-1-(imidazo[1,2-a]pyridin-5-yl)quinazolin-2(1H)-one